BrC1=C(C(=CC(=C1)Br)[N+](=O)[O-])O 2,4-dibromo-6-nitrophenol